methylenebis(2-methyl-6-ethylaniline) C(NC1=C(C=CC=C1CC)C)NC1=C(C=CC=C1CC)C